C(C)S(=O)(=O)NC1=CC(=C(C=C1)C1=NNC(=C1C(=O)N)NC1=NC(=CC=C1)C(F)(F)F)OCC1=CC=C(C=C1)F 3-(4-(ethylsulfonamido)-2-((4-fluorobenzyl)oxy)phenyl)-5-((6-(trifluoromethyl)pyridine-2-yl)amino)-1H-pyrazole-4-carboxamide